ClC(=O)[O-] Chlorocarboxylate